BrC=1C=NC=2N(C1)C=CN2 6-bromoimidazo[1,2-a]pyrimidine